BrC=1C=C(C=CC1)C1(CC(C1)C)C1=NN=CN1C([2H])([2H])[2H] 3-[1-(3-bromophenyl)-3-methyl-cyclobutyl]-4-(trideuteriomethyl)-1,2,4-triazole